CN1C(C(CCN2N=C3CCCCC3=C21)NC(=O)C2=NNC=1CC[C@@H](CC21)C(F)(F)F)=O (5S)-N-(1-Methyl-2-oxo-2,3,4,5,8,9,10,11-octahydro-1H-[1,3]diazepino[1,2-b]indazol-3-yl)-5-(trifluoromethyl)-4,5,6,7-tetrahydro-1H-indazol-3-carboxamid